7-formyl-6-(hydroxymethyl)-N-(4-((2-methoxyethyl)amino)-5-(trifluoromethyl)pyridin-2-yl)-3,4-dihydro-1,8-naphthyridine-1(2H)-carboxamide C(=O)C1=C(C=C2CCCN(C2=N1)C(=O)NC1=NC=C(C(=C1)NCCOC)C(F)(F)F)CO